6-(2-methoxyethyl)pyrazolo[1,5-a]pyridine-2-carbonitrile COCCC=1C=CC=2N(C1)N=C(C2)C#N